C(#N)C1=NC2=CC(=CC(=C2N=C1N1CC(OCC1)CCF)[C@@H](C)NC1=C(C(=O)O)C=CC=C1)C 2-(((1R)-1-(2-cyano-3-(2-(2-fluoro-ethyl)morpholino)-7-methylquinoxalin-5-yl)ethyl)amino)benzoic acid